3,4-dimethyl-5-(methylsulfonyl)benzamide CC=1C=C(C(=O)N)C=C(C1C)S(=O)(=O)C